NC1=CC=NC2=CC=C(C=C12)B(O)O (4-aminoquinolin-6-yl)boronic acid